tert-butyl 4-(4-((3-(5-fluoropyrimidin-2-yl)-2-methoxyphenyl)amino)-5-(methylcarbamoyl)pyrimidin-2-yl)-1,4-diazepane-1-carboxylate FC=1C=NC(=NC1)C=1C(=C(C=CC1)NC1=NC(=NC=C1C(NC)=O)N1CCN(CCC1)C(=O)OC(C)(C)C)OC